(R)-3-(4-(7H-pyrrolo[2,3-d]pyrimidin-4-yl)-1H-pyrazol-1-yl)-3-cyclopentyl-propanenitrile N1=CN=C(C2=C1NC=C2)C=2C=NN(C2)[C@H](CC#N)C2CCCC2